6-Chloro-N-((3-(5-chloropyridin-2-yl)azetidin-3-yl)methyl)-2-(trifluoromethyl)quinolin-4-amine ClC=1C=C2C(=CC(=NC2=CC1)C(F)(F)F)NCC1(CNC1)C1=NC=C(C=C1)Cl